5-[[6-[3-(Difluoromethyl)-4-fluoro-phenyl]pyrazolo[4,3-b]pyridin-1-yl]methyl]-3-methyl-1,2,4-oxadiazole FC(C=1C=C(C=CC1F)C=1C=C2C(=NC1)C=NN2CC2=NC(=NO2)C)F